1-[6-Chloro-4-(trifluoromethyl)-2-pyridyl]-4-(2-methoxy-4-nitro-phenyl)sulfonyl-piperazine ClC1=CC(=CC(=N1)N1CCN(CC1)S(=O)(=O)C1=C(C=C(C=C1)[N+](=O)[O-])OC)C(F)(F)F